C(C)C([C@](N(CCCC(CN[C@@H](CC(=O)O)C(=O)O)C)CC)(C(=O)O)CC)(C(=O)O)CC tetraethyl-N,N'-(2-methylpentane-1,5-diyl)bis(aspartic acid)